(1R,2S,5S)-3-((S)-2-(2-chloro-2,2-difluoroacetylamino)-3,3-dimethylbutanoyl)-6,6-dimethyl-3-azabicyclo[3.1.0]hexane-2-carboxylic acid ClC(C(=O)N[C@H](C(=O)N1[C@@H]([C@H]2C([C@H]2C1)(C)C)C(=O)O)C(C)(C)C)(F)F